FC(S(=O)(=O)N1C[C@H](C[C@@H]1CO)NC(CC=1N=CC2=CC=C(C=C2C1)C1=NC(=CC=C1)N1C[C@@H](O[C@@H](C1)C)C)=O)F N-((3S,5R)-1-((difluoromethyl)sulfonyl)-5-(hydroxymethyl)pyrrolidin-3-yl)-2-(6-(6-((cis)-2,6-dimethylmorpholino)pyridin-2-yl)isoquinolin-3-yl)acetamide